6-bromo-[1,2,4]triazolo[1,5-a]pyrazin-2-amine BrC=1N=CC=2N(C1)N=C(N2)N